4-dibenzothiophenylboronic acid C1=CC=C(C=2SC3=C(C21)C=CC=C3)B(O)O